2-chloro-5-(3-cyclopropyl-2-fluorophenoxy)-N-[2-(2,4-dimethylphenyl)-2,2-difluoroethyl]-3-methylpyridine-4-carboxamide ClC1=NC=C(C(=C1C)C(=O)NCC(F)(F)C1=C(C=C(C=C1)C)C)OC1=C(C(=CC=C1)C1CC1)F